8-methyl-1,4-dioxospiro[4.5]decane CC1CCC2(C(CCC2=O)=O)CC1